FC1=CC=C(C=C1)[C@@H](CC1=NC(=NC(=N1)N[C@@H](CO)CC(C)C)NS(=O)(=O)C)C N-(4-((R)-2-(4-fluorophenyl)propyl)-6-(((R)-1-hydroxy-4-methylpent-2-yl)amino)-1,3,5-triazin-2-yl)methanesulfonamide